ClC1=C(C=CC=C1)C1(N=C(C(=N1)C1=CC=CC=C1)C1=CC=CC=C1)C1(N=C(C(=N1)C1=CC=CC=C1)C1=CC=CC=C1)C1=C(C=CC=C1)Cl 2,2'-bis(o-chlorophenyl)-4,4',5,5'-tetraphenyl-biimidazole